3-hydroxybutanamide OC(CC(=O)N)C